C1(CC1)N(C(=O)C=1C(=NN(C1F)C)C(F)F)CC1=C(C=CC=C1)C(C)C N-cyclopropyl-3-(difluoromethyl)-5-fluoro-N-(2-isopropylbenzyl)-1-methyl-1H-pyrazole-4-carboxamide